tertbutyl (2R)-2-methyl-4-{4-[(3-methyl-4-{[1,2,4]triazolo[1,5-a]pyridin-7-ylmethyl}phenyl)amino]pyrido[3,2-d]pyrimidin-6-yl}piperazine-1-carboxylate C[C@H]1N(CCN(C1)C=1C=CC=2N=CN=C(C2N1)NC1=CC(=C(C=C1)CC1=CC=2N(C=C1)N=CN2)C)C(=O)OC(C)(C)C